C(C1=CC=CC=C1)OCCCCCCN1C[C@@H]([C@@H]([C@H]([C@H]1CO)O)O)NC(C)=O N-[(3S,4S,5S,6R)-1-(6-benzyloxyhexyl)-4,5-dihydroxy-6-(hydroxymethyl)-3-piperidyl]acetamide